(S,E)-4-(8-amino-3-(1-(4-methoxybut-2-enoyl)pyrrolidin-2-yl)imidazo[1,5-a]pyrazin-1-yl)-N-(4-methylpyridin-2-yl)benzamide NC=1C=2N(C=CN1)C(=NC2C2=CC=C(C(=O)NC1=NC=CC(=C1)C)C=C2)[C@H]2N(CCC2)C(\C=C\COC)=O